(S*)-N5-((4-Methyl-6-(8-methyl-3-(trifluoromethyl)-5,6-dihydro-[1,2,4]triazolo[4,3-a]pyrazin-7(8H)-yl)pyridin-3-yl)methyl)isoquinoline-1,5-diamine CC1=C(C=NC(=C1)N1[C@H](C=2N(CC1)C(=NN2)C(F)(F)F)C)CNC=2C=1C=CN=C(C1C=CC2)N |o1:8|